methyl 4-(5-amino-2-(1-(6-fluoropyridin-3-yl) propyl)-3-oxo-7-phenyl-2,3-dihydro-[1,2,4]triazolo[4,3-C]pyrimidin-8-yl)-6-methylpyridinecarboxylate NC1=NC(=C(C=2N1C(N(N2)C(CC)C=2C=NC(=CC2)F)=O)C2=CC(=NC(=C2)C)C(=O)OC)C2=CC=CC=C2